O[C@H](C(=O)OCC)[C@H](C1=CC=CC=C1)NC(C1=CC=CC=C1)=O Ethyl (2S,3S)-2-hydroxy-3-benzamido-3-phenylpropionate